(S)-1-(2-(4-(Furo[3,2-c]pyridin-7-ylamino)piperidin-1-yl)acetyl)pyrrolidin-2-carbonitril O1C=CC=2C=NC=C(C21)NC2CCN(CC2)CC(=O)N2[C@@H](CCC2)C#N